(1-benzyl-5-ethyl-1H-pyrazol-4-yl)methanol C(C1=CC=CC=C1)N1N=CC(=C1CC)CO